S-(3-((4-(2,2-dimethyl-1,3-dioxan-5-yl)butyl)(methyl)amino)propyl) ethanethioate C(C)(SCCCN(C)CCCCC1COC(OC1)(C)C)=O